Trans-3-[2-(8-bromo-4-oxo-chromen-2-yl)phenoxy]cyclobutane-carboxylic acid BrC=1C=CC=C2C(C=C(OC12)C1=C(O[C@@H]2C[C@H](C2)C(=O)O)C=CC=C1)=O